allyl 2-hydroxypropyl-sulfonate [(8S,11R,13S,14S,17R)-17-acetyl-11-[4-(dimethylamino)phenyl]-13-methyl-3-oxo-1,2,6,7,8,11,12,14,15,16-decahydrocyclopenta[a]phenanthren-17-yl]acetate C(C)(=O)[C@]1(CC[C@H]2[C@@H]3CCC4=CC(CCC4=C3[C@H](C[C@]12C)C1=CC=C(C=C1)N(C)C)=O)CC(=O)O.OC(CS(=O)(=O)OCC=C)C